CC=1C(C(=C(C(C1C)=O)C)CC[C@@H](CCC[C@@H](CCC[C@@H](CCCC(C)C)C)C)C)=O |&1:12| (R/S,R,R)-2,3,5-trimethyl-6-(3,7,11,15-tetramethyl-hexadecyl)-[1,4]benzoquinone